C(#CCCCC)C1=C(C=CC=C1)O 2-(hexynyl)phenol